2,2-dihydroxy-4-nitro-1H-indene-1,3(2H)-dione OC1(C(C2=CC=CC(=C2C1=O)[N+](=O)[O-])=O)O